ClC=1C=C2C=C(NC2=CC1OCC1=CC(=NO1)C)CNC(C([2H])([2H])[2H])=O N-((5-chloro-6-((3-methylisoxazol-5-yl)methoxy)-1H-indol-2-yl)methyl)acetamide-2,2,2-d3